3-[4-bromo-2-(methoxymethoxy)phenyl]-6-chloro-1,2,4-triazine BrC1=CC(=C(C=C1)C=1N=NC(=CN1)Cl)OCOC